1-(2-pyrazinyl)ethanol N1=C(C=NC=C1)C(C)O